4-Amino-5-hydroxynaphthalin NC1=CC=CC2=CC=CC(=C12)O